N-(4-((6-amino-5-chloropyrimidin-4-yl)oxy)-3-fluorophenyl)-2-oxo-1-(4-(trifluoromethoxy)phenyl)-1,2-dihydropyridine-3-carboxamide NC1=C(C(=NC=N1)OC1=C(C=C(C=C1)NC(=O)C=1C(N(C=CC1)C1=CC=C(C=C1)OC(F)(F)F)=O)F)Cl